CC1(CC(=O)C2=C(O1)C=C(C3=C2C=C(C=C3O)O)O)O The molecule is a naphtho-gamma-pyrone that is 3-methyl-2,3-dihydro-1H-naphtho[2,1-b]pyran-1-one substituted by hydroxy groups at positions 3,6,7 and 9. It is a member of phenols, a naphtho-gamma-pyrone, a heptaketide and a cyclic hemiketal. It is a conjugate acid of a 3,6,7,9-tetrahydroxy-3-methyl-2,3-dihydro-1H-naphtho[2,1-b]pyran-1-one(1-).